5-(4-(di-p-toluylamino)benzylidene)thiazolidine-2,4-dione C1(=CC=C(C=C1)N(C1=CC=C(C=C2C(NC(S2)=O)=O)C=C1)C1=CC=C(C=C1)C)C